BrC1=CC=2N(C=C1)N=CC2C=O (5-bromopyrazolo[1,5-a]pyridin-3-yl)methanone